NC(=O)C1=CC(=C(C=C1)N1C2=CC=C(C=C2C=2C=CC(=CC12)C(=O)O)N1C=NC=C1)C 9-(4-aminocarbonyl-2-methylphenyl)-6-(1H-imidazol-1-yl)-9H-carbazole-2-carboxylic acid